6-chloro-1-((2-(trimethylsilyl)ethoxy)methyl)-1H-pyrazolo[3,4-d]pyrimidine ClC1=NC=C2C(=N1)N(N=C2)COCC[Si](C)(C)C